O(C1=CC=CC=C1)C1=CC=C(C=C1)[I+]C1=CC=C(C=C1)OC1=CC=CC=C1 di(4-phenoxyphenyl)iodonium